C(C)(C)(C)OC(=O)N1[C@@H]([C@H]2C[C@H]2C1)C(=O)O (1S,2S,5R)-3-(tert-butyloxycarbonyl)-3-azabicyclo[3.1.0]Hexane-2-carboxylic acid